diethylenglycol divinyl ether C(=C)OCCOCCOC=C